C(N)(=O)C=1C(=C(C(=C2C=C(NC12)C)C1=C2CCN(CC2=CC=C1)C(=O)OC(C)(C)C)F)F tert-butyl 5-(7-carbamoyl-5,6-difluoro-2-methyl-1H-indol-4-yl)-3,4-dihydroisoquinoline-2(1H)-carboxylate